C(C)(C)(C)C1=NOC(=N1)C(=O)NCC1=C(C=C(C=C1)C1=NNC2=CC=C(C=C12)C1=CC=C(C=C1)N1CCN(CC1)CC=1C(=C2CN(C(C2=CC1)=O)C1C(NC(CC1)=O)=O)F)C 3-(tert-butyl)-N-(4-(5-(4-(4-((2-(2,6-dioxopiperidin-3-yl)-4-fluoro-1-oxoisoindolin-5-yl)methyl)piperazin-1-yl)phenyl)-1H-indazol-3-yl)-2-methylbenzyl)-1,2,4-oxadiazole-5-carboxamide